OC=1N=C2N(C(C1)=O)C=CC=C2 2-hydroxy-4H-pyrido[1,2-a]pyrimidin-4-one